NC=1C=2N(C3=CC(=C(C=C3N1)Cl)C(=O)N1[C@H]3C4=C([C@@H](CC1)C3)C=C(C=C4)Cl)C=NC2 (4-amino-7-chloroimidazo[1,5-a]quinoxalin-8-yl)((1R,5S)-7-chloro-1,3,4,5-tetrahydro-2H-1,5-methanobenzo[c]azepin-2-yl)methanone